fluorenylmethoxycarbonyl-N6-trimethylsiloxycarbonyl-L-lysine C1(=CC=CC=2C3=CC=CC=C3CC12)COC(=O)N[C@@H](CCCCNC(=O)O[Si](C)(C)C)C(=O)O